F[C@H]1C[C@@H](N(C1)C=1C=CC=2N(N1)C(=CN2)C(=O)N[C@@H]2CN(CC2)CC2=CC(=C(C=C2)F)O)C2=C(C=CC(=C2)F)SC 6-[(2R,4S)-4-fluoro-2-[5-fluoro-2-(methylsulfanyl)phenyl]pyrrolidin-1-yl]-N-[(3S)-1-[(4-fluoro-3-hydroxyphenyl)methyl]pyrrolidin-3-yl]imidazo[1,2-b]pyridazine-3-carboxamide